ClC(C=1N=C2N(C=C(N=C2)CC(C)C)C1)Cl 2-(dichloromethyl)-6-isobutylimidazo[1,2-a]pyrazine